dimethyl ether bromide [Br-].COC